tetra-methoxybutane COC(C(C)(OC)OC)(C)OC